N-[1-[4-(3-cyclopropyl-1,2,4-oxadiazol-5-yl)phenyl]ethyl]-3,4-dimethyl-pyridin-2-amine C1(CC1)C1=NOC(=N1)C1=CC=C(C=C1)C(C)NC1=NC=CC(=C1C)C